C(C1=CC=CC=C1)OC(CCC=C)(C(F)(F)F)C1=NN=C(O1)C1=C(C=C(C(=N1)NC(C(=O)OCC)CC=C)C(F)(F)F)[N+](=O)[O-] Ethyl 2-[[6-[5-[1-Benzyloxy-1-(trifluoromethyl)pent-4-enyl]-1,3,4-oxadiazol-2-yl]-5-nitro-3-(trifluoromethyl)-2-pyridyl]amino]pent-4-enoate